n-heptanaldoxime C(CCCCCC)=NO